4-methyl-7-[(4-methylpyrimidin-2-yl)amino]-2H-benzopyran-2-one CC1=CC(OC2=C1C=CC(=C2)NC2=NC=CC(=N2)C)=O